(S)-1-(4-(2-(2-methylazetidin-1-yl)-6,7-dihydro-5H-cyclopenta[d]pyrimidin-4-yl)phenyl)cyclobutan-1-amine C[C@@H]1N(CC1)C=1N=C(C2=C(N1)CCC2)C2=CC=C(C=C2)C2(CCC2)N